5,6-dihydro-4H-pyrrolo[3,4-c]pyrazole-3-carbonitrile N=1NC(=C2C1CNC2)C#N